COCOC1=C(C(=CC(=C1)C(F)(F)F)C)C1=CC2=C(N(C3=CC=CC=C23)C2CC(C2)(O)C)N=N1 (1s,3s)-3-{3-[2-(methoxymethoxy)-6-methyl-4-(trifluoromethyl)phenyl]-9H-pyridazino[3,4-b]indol-9-yl}-1-methylcyclobutanol